2-[(2E)-2-(aminomethyl)-3-fluoroprop-2-en-1-yl]-4-[5-(1H-indazol-5-yl)thiophen-2-yl]methyl-2,4-dihydro-3H-1,2,4-triazol-3-one hydrochloride Cl.NC/C(/CN1N=CN(C1=O)CC=1SC(=CC1)C=1C=C2C=NNC2=CC1)=C\F